N1(N=CC=C1)CC=1C=CC(=NC1OC)C(=O)NS(=O)(=O)C1=C(C(=CC=C1OCC(F)(F)F)CC)OC 5-((1H-pyrazol-1-yl)methyl)-N-((3-ethyl-2-methoxy-6-(2,2,2-trifluoroethoxy)phenyl)sulfonyl)-6-methoxypicolinamide